C1(CCCCC1)NC=1C2=C(N=CC1C#CC1=C(C=CC=C1)F)NC=C2 N-cyclohexyl-5-((2-fluorophenyl)ethynyl)-1H-pyrrolo[2,3-b]pyridine-4-amine